ClC1=NC=C(C(=N1)C=1C=C2C(=CC(=NC2=CC1)C)[C@@H](C)NC(OC(C)(C)C)=O)F |r| (±)-Tert-butyl (1-(6-(2-chloro-5-fluoropyrimidin-4-yl)-2-methylquinolin-4-yl)ethyl)carbamate